N=S(=O)C (imino)(methyl)-λ6-sulfanone